tert-butyl (2-((4-(2-acetamidobenzo[d]thiazol-4-yl)-2-(N,N-bis(4-methoxybenzyl)sulfamoyl)-3-(2-(4-methoxybenzyl)-2H-tetrazol-5-yl)phenyl)sulfonyl)ethyl)carbamate C(C)(=O)NC=1SC2=C(N1)C(=CC=C2)C2=C(C(=C(C=C2)S(=O)(=O)CCNC(OC(C)(C)C)=O)S(N(CC2=CC=C(C=C2)OC)CC2=CC=C(C=C2)OC)(=O)=O)C=2N=NN(N2)CC2=CC=C(C=C2)OC